CN([C@@H]1C[C@H](C2=CC(=C(C=C12)F)C(=O)OCC)C1=C(C=CC=C1)C(F)(F)F)C trans-ethyl 1-(dimethylamino)-6-fluoro-3-(2-(trifluoromethyl)phenyl)-2,3-dihydro-1H-indene-5-carboxylate